N-((1R)-3-cyano-3-azabicyclo[3.1.0]hexan-1-yl)-5-(3-((4-fluorophenyl)amino)pyridin-4-yl)-1H-pyrazole-3-carboxamide C(#N)N1C[C@]2(CC2C1)NC(=O)C1=NNC(=C1)C1=C(C=NC=C1)NC1=CC=C(C=C1)F